C(C)(C)(C)OC(=O)N(C1=NC2=C(N1C(=O)OC(C)(C)C)C=C(C=C2)NC(=O)C2=CC=1C=3C(COC1C=C2N2[C@H](CCC2)C(=O)OC)=CSC3)C(=O)OC(C)(C)C tert-butyl (R)-2-(bis(tert-butoxycarbonyl)amino)-6-(7-(2-(methoxycarbonyl)pyrrolidin-1-yl)-4H-thieno[3,4-c]chromene-8-carboxamido)-1H-benzo[d]imidazole-1-carboxylate